2-(4,4-difluoro-3-methylpiperidin-1-yl)-5-(trifluoromethyl)nicotinic acid FC1(C(CN(CC1)C1=C(C(=O)O)C=C(C=N1)C(F)(F)F)C)F